C[C@@]1(C(NCC1)=O)N1N=C(N=N1)C=1C(=NC=CC1)NC1=CC=C(C=C1)S(F)(F)(F)(F)F (3R)-3-methyl-3-[5-[2-[4-(pentafluoro-lambda6-sulfanyl)anilino]-3-pyridyl]tetrazol-2-yl]pyrrolidin-2-one